[N+](=O)([O-])C1C(C2(CCC1C2(C)C)C)=O nitrocamphor